CC1=NC(=NC(=C1)C)N1C[C@@H]2[C@H](C1)CN(C2)C(=O)C=2C(=CN1C=CC=CC21)C=2SC(=CC2)C ((3aR,6aS)-5-(4,6-dimethylpyrimidin-2-yl)hexahydropyrrolo[3,4-c]pyrrol-2(1H)-yl)(2-(5-methylthiophen-2-yl)indolizin-1-yl)methanone